tert-Butyl 2-(3-acetyl-5-(2-methylpyrimidin-5-yl)-7-(oct-7-enyl)-1H-indazol-1-yl)acetate C(C)(=O)C1=NN(C2=C(C=C(C=C12)C=1C=NC(=NC1)C)CCCCCCC=C)CC(=O)OC(C)(C)C